trans-2-heptadecene-1,17-dicarboxylic acid anhydride C1\C=C\CCCCCCCCCCCCCCC(=O)OC1=O